9,9-dihexyl-2,7-divinyl-9H-fluorene C(CCCCC)C1(C2=CC(=CC=C2C=2C=CC(=CC12)C=C)C=C)CCCCCC